C(C)(C)NCCO N-isopropyl-(2-hydroxyethyl)amine